3-(2-chloro-3-(9-(3-chlorobenzyl)-6-(1-methylcyclopropoxy)-9H-purin-8-yl)phenoxy)-2,2-dimethylpropanoic acid ClC1=C(OCC(C(=O)O)(C)C)C=CC=C1C=1N(C2=NC=NC(=C2N1)OC1(CC1)C)CC1=CC(=CC=C1)Cl